methoxy-5-(trifluoromethyl)phenyl isocyanate COC1=C(C=C(C=C1)C(F)(F)F)N=C=O